(S)-4-(4-((5-chloro-4-(8-fluoro-2-(2-hydroxypropan-2-yl)-3-methyl-3,4-dihydro-5-oxa-1,2a-diazaacenaphthylene-6-yl)pyrimidin-2-yl)amino)2-fluorophenyl)morpholin-3-one ClC=1C(=NC(=NC1)NC1=CC(=C(C=C1)N1C(COCC1)=O)F)C1=C2OC[C@@H](N3C(=NC(C(=C1)F)=C32)C(C)(C)O)C